tert-butyl 3-[4-chloro-6-(5-chloropyrazolo[1,5-a]pyridin-3-yl)-2-pyridyl]piperidine-1-carboxylate ClC1=CC(=NC(=C1)C=1C=NN2C1C=C(C=C2)Cl)C2CN(CCC2)C(=O)OC(C)(C)C